chloro-1-(difluoromethyl)-1H-benzo[d]imidazole ClC1=NC2=C(N1C(F)F)C=CC=C2